C1(=CC(=CC=C1)[C@H](CC(=O)O)NC(=O)NC=1C(N(C=CC1O)C)=O)C1=CC=CC=C1 (S)-3-(biphenyl-3-yl)-3-(3-(4-hydroxy-1-methyl-2-oxo-1,2-dihydropyridin-3-yl)ureido)propanoic acid